(cyclopropanecarbonyl)-N-(6-(4-isopropyl-4H-1,2,4-triazol-3-yl)pyridin-2-yl)isoindole-5-carboxylic acid amide C1(CC1)C(=O)C=1NC=C2C=C(C=CC12)C(=O)NC1=NC(=CC=C1)C1=NN=CN1C(C)C